4-(3-bromo-5-fluoro-2-methoxyphenyl)-2-fluoropyridine BrC=1C(=C(C=C(C1)F)C1=CC(=NC=C1)F)OC